1,6-dibromo-hexane BrCCCCCCBr